1,7-dihydroxy-5-methyl-1-phenyl-2-propyl-1,3,4,4a,5,11a-hexahydro-2H-pyrido[1,2-a]quinoxaline-6,8-dione OC1(C(CCC2N(C(C=3N(C12)C=CC(C3O)=O)=O)C)CCC)C3=CC=CC=C3